2-(methoxymethyl)-2H-1,2,3-triazol-4-amine COCN1N=CC(=N1)N